ClC1=CC=2N(C=C1)N=C(C2C2=C(C=CC=C2)Cl)C(=O)N2[C@@H](C(C1(CN(C1)C(C=C)=O)CC2)(F)F)C (R)-1-(7-(5-chloro-3-(2-chlorophenyl)pyrazolo[1,5-a]pyridine-2-carbonyl)-5,5-difluoro-6-methyl-2,7-diazaspiro[3.5]nonan-2-yl)prop-2-en-1-one